CC(=CC=CC(=CC(=O)O)[Sn](CCCC)(CCCC)CCCC)CCC=C(CCC=C(C)C)C 7,11,15-trimethyl-3-(tributylstannyl)-2,4,6,10,14-hexadecapentaenoic acid